N(=[N+]=[N-])[C@@H]1[C@H]([C@@H]([C@H](O[C@@H]1O[C@H]1[C@@H]([C@H]([C@@H](C[C@@H]1N=[N+]=[N-])N=[N+]=[N-])O)O)[C@@H](CO)O)O)O (2R,3S,4R,5R,6S)-5-azido-6-(((1R,2R,3S,4R,6S)-4,6-diazido-2,3-dihydroxycyclohexyl)oxy)-2-((R)-1,2-dihydroxyethyl)tetrahydro-2H-pyran-3,4-diol